(S)-3-morpholinecarboxylic acid N1[C@@H](COCC1)C(=O)O